1-palmitoyl-2-(5-keto-6-octenedioyl)-sn-glycero-3-phosphocholine CCCCCCCCCCCCCCCC(=O)OCC(COP(=O)([O-])OCC[N+](C)(C)C)OC(=O)CCCC(=O)/C=C/C(=O)O